[2-[(1S)-2-[tert-butyl(dimethyl)silyl]oxy-1-methyl-ethyl]-5-(2-trimethylsilylethoxymethoxy)pyrazol-3-yl]methanol [Si](C)(C)(C(C)(C)C)OC[C@H](C)N1N=C(C=C1CO)OCOCC[Si](C)(C)C